FC1=C(C=C(C(=C1)C(C(NCC(F)(F)F)=O)C)NC(OC(C)(C)C)=O)NC(OC)=O tert-butyl methyl (4-fluoro-6-(1-oxo-1-((2,2,2-trifluoroethyl)amino)propan-2-yl)-1,3-phenylene)dicarbamate